Cl.FC(OC1CC(CNC1)COC=1C(=NC=CC1)C(F)(F)F)F 3-((5-(difluoromethoxy)piperidin-3-yl)methoxy)-2-(trifluoromethyl)pyridine hydrochloride